(8-(bis(4-methoxybenzyl)amino)-2-bromo-[1,2,4]triazolo[1,5-a]pyrazin-6-yl)benzonitrile COC1=CC=C(CN(C=2C=3N(C=C(N2)C2=C(C#N)C=CC=C2)N=C(N3)Br)CC3=CC=C(C=C3)OC)C=C1